C(C)(C)(C)OC(NC1CCN(CC1)C1=NC(=C(C(=C1)OCC1=CC=CC=C1)C1=CC(=C(C=C1)OC)F)C1=CC(=C(C=C1)C#N)F)=O tert-Butyl(1-(4-(benzyloxy)-6-(4-cyano-3-fluorophenyl)-5-(3-fluoro-4-methoxyphenyl)pyridine-2-yl)piperidin-4-yl)carbamate